BrC1=C(C=C(C=C1)C1=CC2=CN(N=C2C(=C1)OCC)C)OCOC 5-(4-bromo-3-(methoxymethoxy)phenyl)-7-ethoxy-2-methyl-2H-indazole